N-[5-[[5-(difluoromethyl)pyrazin-2-yl]carbamoyl]-4-fluoro-2-methylphenyl]-2-methyl-1,3-thiazole-5-carboxamide FC(C=1N=CC(=NC1)NC(=O)C=1C(=CC(=C(C1)NC(=O)C1=CN=C(S1)C)C)F)F